2,2-bis(3,5-dibromo-4-hydroxyphenyl)-propane BrC=1C=C(C=C(C1O)Br)C(C)(C)C1=CC(=C(C(=C1)Br)O)Br